tert-butyl (2S)-2-((((9H-fluoren-9-yl)methoxy)carbonyl)amino)-2-(3,3-difluorocyclopentyl)acetate C1=CC=CC=2C3=CC=CC=C3C(C12)COC(=O)N[C@H](C(=O)OC(C)(C)C)C1CC(CC1)(F)F